(S)-1-(2-(3,5-dimethoxyphenethyl)-4-methyl-oxazol-5-yl)pyrrolidine-2-carbonitrile COC=1C=C(CCC=2OC(=C(N2)C)N2[C@@H](CCC2)C#N)C=C(C1)OC